5-[(2,5-difluorophenyl)methyl]-N-[2-(5-fluoro-1H-indol-3-yl)ethyl]isoxazole FC1=C(C=C(C=C1)F)CC1=CCN(O1)CCC1=CNC2=CC=C(C=C12)F